N-(2-(4-fluorobenzyl)-4-(methylthio)-2H-indazol-6-yl)-2-(2-methoxyphenyl)acetamide FC1=CC=C(CN2N=C3C=C(C=C(C3=C2)SC)NC(CC2=C(C=CC=C2)OC)=O)C=C1